zirconocene hydrogen chloride Cl.[CH-]1C=CC=C1.[CH-]1C=CC=C1.[Zr+2]